TETRAPHENYLETHENE C1(=CC=CC=C1)C(=C(C1=CC=CC=C1)C1=CC=CC=C1)C1=CC=CC=C1